COCC(COC)N1C2=C(OCC1)C(OC(=C2)C(=O)NC=2SC(=NN2)N2N=CC=C2C)=O 1-(1,3-dimethoxypropan-2-yl)-N-(5-(5-methyl-1H-pyrazol-1-yl)-1,3,4-thiadiazol-2-yl)-5-oxo-1,2,3,5-tetrahydropyrano[3,4-b][1,4]oxazine-7-carboxamide